FC(C1=NC(=NC(=N1)C(F)(F)F)N1[C@@H](C=2NC3=CC=C(C=C3C2CC1)Cl)[C@H](C(C)C)O)(F)F (1S)-1-{(1S)-2-[4,6-bis(trifluoromethyl)-1,3,5-triazin-2-yl]-6-chloro-2,3,4,9-tetrahydro-1H-pyrido[3,4-b]indol-1-yl}-2-methylpropan-1-ol